NC1=CC2=C(N=CN2)C=C1N 5,6-diaminobenzimidazol